2-(5-chlorothiophene-3-yl)acetic acid ClC1=CC(=CS1)CC(=O)O